4-(3-(2-aminopropane-2-yl)phenyl)-2-(2,4-difluorophenyl)phthalazin-1(2H)-one hydrochloride Cl.NC(C)(C)C=1C=C(C=CC1)C1=NN(C(C2=CC=CC=C12)=O)C1=C(C=C(C=C1)F)F